FC1(CCN(CC1)C1=CC(=C(C=C1)NC(=O)C=1C=CC=2C=C3N([C@@H](CNC3=O)C)C2N1)S(N)(=O)=O)F (R)-N-(4-(4,4-difluoropiperidin-1-yl)-2-sulfamoylphenyl)-9-methyl-6-oxo-6,7,8,9-tetrahydropyrido[3',2':4,5]pyrrolo[1,2-a]pyrazine-2-carboxamide